(2S)-2-({5-[(1R)-1-[(5-chloropyridin-3-yl)(methyl)amino]ethyl]thiophen-2-yl}formamido)-3-cyclopentyl-N-cyclopropylpropanamide ClC=1C=C(C=NC1)N([C@H](C)C1=CC=C(S1)C(=O)N[C@H](C(=O)NC1CC1)CC1CCCC1)C